C1(CC1)OC1=CC=2N=CN=C(C2N=C1NC(=O)[C@@]12CN(C[C@H]2C1)C(=O)OC(C)(C)C)C=1C(=NN(C1)C)C1=CC=CC=C1 tert-butyl (1s,5s)-1-{[7-cyclopropoxy-4-(1-methyl-3-phenyl-1H-pyrazol-4-yl) pyrido[3,2-d]pyrimidin-6-yl] carbamoyl}-3-azabicyclo[3.1.0]hexane-3-carboxylate